5-(2-(3-methoxy-4,5-dimethylphenylamino)-5-methylpyrimidin-4-ylamino)benzo[d]oxazol-2(3H)-one COC=1C=C(C=C(C1C)C)NC1=NC=C(C(=N1)NC=1C=CC2=C(NC(O2)=O)C1)C